(cis)-3-((5-(2-bromoethoxy)-3-nitropyridin-2-yl)amino)-1-methylcyclobutan-1-ol BrCCOC=1C=C(C(=NC1)NC1CC(C1)(O)C)[N+](=O)[O-]